C(C)(C)(C)OC(NCCC1=CC=C(C=C1)NC(C1=C(C=C(C=C1)Br)F)=O)=O {2-[4-(4-bromo-2-fluoro-benzoyl-amino)-phenyl]-ethyl}-carbamic acid tert-butyl ester